3-(4-chlorophenyl)-1-(4-trifluoromethyl-phenyl)-4,5-dihydro-1H-pyrazole-5-carboxylic acid methyl ester COC(=O)C1CC(=NN1C1=CC=C(C=C1)C(F)(F)F)C1=CC=C(C=C1)Cl